C1(=CC=C(C=C1)C[C@H](C(=O)N)NC(=O)[C@H]1N(C[C@@H](C1)O)C([C@H](C(C)(C)C)N1N=NC(=C1)CC1=CC=CC=C1)=O)C1=CC=CC=C1 (2S,4R)-N-((R)-3-([1,1'-biphenyl]-4-yl)-1-amino-1-oxopropan-2-yl)-1-((S)-2-(4-benzyl-1H-1,2,3-triazol-1-yl)-3,3-dimethylbutanoyl)-4-hydroxypyrrolidine-2-carboxamide